ClC=1C(=CC(=NC1)NC(=O)NC1CCN(CC1)S(=O)(=O)C)C1=C2N(N=C1)CC(C2)(C)C 1-(5-chloro-4-(5,5-dimethyl-5,6-dihydro-4H-pyrrolo[1,2-b]pyrazol-3-yl)pyridin-2-yl)-3-(1-(methylsulfonyl)piperidin-4-yl)urea